4-chloro-2-(6-methylpyridin-2-yl)pyrimidine ClC1=NC(=NC=C1)C1=NC(=CC=C1)C